1-cyclobutyl-2,2,3-trimethylbut-3-en-1-one oxime C1(CCC1)C(C(C(=C)C)(C)C)=NO